C(C)(C)(C)OC(N(C)C1CN2C3=C(C=C(C=C3C1)F)C=C2)=O.C2(CC2)S(=O)(=O)NC=2SC=C(N2)CC(=O)NC2=CC=C(C=C2)C2=CC=NC=C2 2-(2-(cyclopropanesulfonylamino)thiazol-4-yl)-N-(4-(pyridin-4-yl)phenyl)acetamide tert-butyl-(8-fluoro-5,6-dihydro-4H-pyrrolo[3,2,1-ij]quinolin-5-yl)(methyl)carbamate